3-methyl-5-(methylthio)-N-phenylisothiazole-4-carboxamide CC1=NSC(=C1C(=O)NC1=CC=CC=C1)SC